C(=O)(O)C1=C(C(O)=CC=C1)O carboxycatechol